NC1=C(C(=NC=N1)OC1=CC(=C(C=C1)NC(=O)NC1=CC(=NN1C1=CC=C(C=C1)OC)C1CCCC1)F)C#N (4-((6-amino-5-cyanopyrimidin-4-yl)oxy)-2-fluorophenyl)-3-(3-cyclopentyl-1-(4-methoxyphenyl)-1H-pyrazol-5-yl)urea